CC1=NC=C(C=C1NC(=O)C=1N=NN2C1C=CC(=C2)C2=CC=C(C=C2)S(N)(=O)=O)NC(CN2[C@H](CCC2)C)=O N-[2-methyl-5-[[2-[(2S)-2-methylpyrrolidin-1-yl]acetyl]amino]-3-pyridyl]-6-(4-sulfamoylphenyl)triazolo[1,5-a]pyridine-3-carboxamide